NC1=CC(=C(C(=N1)C1=C(C=C2C(=NC=NC2=C1)O)Cl)C(F)(F)F)C 7-[6-amino-4-methyl-3-(trifluoromethyl)-2-pyridinyl]-6-chloro-quinazolin-4-ol